C([C@@H](C(=O)[O-])[NH3+])SSC[C@@H](C(=O)[O-])[NH3+] The molecule is a cystine zwitterion. It is an enantiomer of a D-cystine zwitterion. It is a tautomer of a L-cystine.